[C].[Ni] Nickel carbon